Cl.C[C@@H]1C[C@H]2C(CN1CC2)=O |r| (1S,4S,6R) and (1R,4R,6S)-6-methylquinuclidin-3-one hydrochloride